C(C(C)C)OC1=CC(=NC=C1)NC=1SC2=C(N1)C=CC(=C2)C#N 2-((4-isobutoxypyridin-2-yl)amino)benzo[d]thiazole-6-carbonitrile